N-(3,5-dichloro-4-(2,6-dioxopiperidin-3-yl)benzyl)-2-methyl-2-(thiophen-3-yl)propanamide ClC=1C=C(CNC(C(C)(C2=CSC=C2)C)=O)C=C(C1C1C(NC(CC1)=O)=O)Cl